C(CCCCC\C=C\C=C/CC)(=O)OC methyl (E,Z)-7,9-dodecadienoate